2-(5-nitro-6-thiocyanopyrimidin-4-yl)octahydrocyclopenta[c]pyrrole [N+](=O)([O-])C=1C(=NC=NC1SC#N)N1CC2C(C1)CCC2